ClC=1C(=C(C=C2C=C(N=CC12)NC(O[C@@H]1COC[C@H]1C)=O)C1=C(C2=C(OCC(N2)=O)N=C1)C)F |r| (±)-trans-4-methyltetrahydrofuran-3-yl (8-chloro-7-fluoro-6-(8-methyl-2-oxo-2,3-dihydro-1H-pyrido[2,3-b][1,4]oxazin-7-yl)isoquinolin-3-yl)carbamate